CC1=CN=C(S1)/C=C/C(=O)OCC (E)-ethyl 3-(5-methylthiazol-2-yl)acrylate